C1(=CC=CC=C1)C(=O)C1CC2(C1)CCC2 phenyl(spiro[3.3]heptan-2-yl)methanone